[Si]([O-])([O-])([O-])[O-].[Yb+3].[Er+3] erbium-ytterbium silicate